(4-propylpiperazin-1-yl)-[4-(pyridin-2-ylamino)-2-pyrrolidin-1-ylphenyl]methanone C(CC)N1CCN(CC1)C(=O)C1=C(C=C(C=C1)NC1=NC=CC=C1)N1CCCC1